C(C)(C)(C)NC1CN(CC1)C1=CC=C(N=N1)NC(=O)C=1C(=CC=2N(C1)C=C(N2)C)OCC N-(6-(3-(tert-butylamino)pyrrolidin-1-yl)pyridazin-3-yl)-7-ethoxy-2-methylimidazo[1,2-a]pyridine-6-carboxamide